FC1([C@@H]([C@@H](N(C1)C(C(C)C)=O)CC=1C(=C(C=CC1)C1=CC=CC=C1)F)NS(=O)(=O)C1CC1)F N-[(2S,3R)-4,4-difluoro-2-[(2-fluoro[1,1'-biphenyl]-3-yl)methyl]-1-(2-methylpropanoyl)pyrrolidin-3-yl]cyclopropanesulfonamide